COC=1C=C2C(=NC1)NC=N2 6-methoxy-3H-imidazo[4,5-b]pyridine